NC=1C=C(CN2C(C3=CC=C(C=C3C=N2)S(=O)C2=CC=CC=C2)=O)C=CC1 (3-Aminobenzyl)-6-(phenylsulfinyl)phthalazin-1(2H)-one